Valinol Ethanesulfonate C(C)S(=O)(=O)OC[C@@H](N)C(C)C